2,2-diphenyl-5-hydroxy-6-ethoxycarbonyl-2H-naphtho[1,2-b]pyran C1(=CC=CC=C1)C1(C=CC2=C(O1)C1=CC=CC=C1C(=C2O)C(=O)OCC)C2=CC=CC=C2